N1C=CC2=CC(=CC=C12)C1=NC(=CC(=N1)C(=O)NC1=CC=C(C=C1)C(F)(F)F)N[C@@H]1C(NCC1)=O (S)-2-(1H-indol-5-yl)-6-((2-oxopyrrolidin-3-yl)amino)-N-(4-(trifluoromethyl)phenyl)pyrimidine-4-carboxamide